C[C@@H]1N(C[C@H](N(C1)[C@H](C(C)C)C1=NC2=CC=C(C=C2C=C1)C(F)(F)F)C)C=1C=2N=CN(C2N2C(N1)=NN=C2)C[C@H]2OCCC2 4-((2S,5R)-2,5-dimethyl-4-((R)-2-methyl-1-(6-(trifluoromethyl)quinolin-2-yl)propyl)piperazin-1-yl)-1-(((S)-tetrahydrofuran-2-yl)methyl)-1H-[1,2,4]triazolo[3,4-b]purine